CN1C(=NC=C1C=1C=C2C=C(N=CC2=CC1)NC(=O)C1(CCN(CC1)CC(C)C)F)C N-(6-(1,2-dimethyl-1H-imidazol-5-yl)isoquinolin-3-yl)-4-fluoro-1-isobutylpiperidine-4-carboxamide